(3R or S)-1-(chroman-4-yl)-3-(ethoxymethyl)-3-(4-fluorophenethyl)pyrrolidine O1CCC(C2=CC=CC=C12)N1C[C@](CC1)(CCC1=CC=C(C=C1)F)COCC |o1:12|